FC1=CC=C(C=C1)N1C(N(C(C1)C#N)C1=CN=CC2=CC=CC=C12)=O 1-(4-fluorophenyl)-3-(isoquinolin-4-yl)-2-oxoimidazolidine-4-carbonitrile